6-isopropyl-2-(2-methyl-4-(2-(methylsulfonyl)ethyl)piperazin-1-yl)-4H-pyrrolo[3,2-d]thiazole C(C)(C)C1=CNC2=C1N=C(S2)N2C(CN(CC2)CCS(=O)(=O)C)C